5-(8-((2S,2S)-2-(8-(trifluoromethyl)quinolin-6-yl)cyclopropyl)imidazo[1,2-b]pyridazin-6-yl)pyrimidine-2,4(1H,3H)-dione FC(C=1C=C(C=C2C=CC=NC12)[C@@H]1C(C1)C=1C=2N(N=C(C1)C=1C(NC(NC1)=O)=O)C=CN2)(F)F